C(C)(C)(C)N(C(C(C1(CCCC1)C)NC1=C(C(C1=O)=O)NC1=CC(NC=C1)(C(=O)N(C)C)O)=O)C 4-((2-((2-(tert-butyl(methyl)amino)-1-(1-methylcyclopentyl)-2-oxoethyl)amino)-3,4-dioxocyclobut-1-en-1-yl)amino)-2-hydroxy-N,N-dimethylpicolinamide